iodopropynyl-butyl-methylamine ICC#CN(C)CCCC